2-{4-[2-(trifluoromethoxy)benzamido]Piperidinyl}benzothiazole-6-carboxylic acid ethyl ester C(C)OC(=O)C1=CC2=C(N=C(S2)N2CCC(CC2)NC(C2=C(C=CC=C2)OC(F)(F)F)=O)C=C1